C(C)(=O)C1=C(C=C(C=C1)Cl)C1=CC(N(C=C1OC)C(C(=O)NC1=CC2=C(NC(=N2)C)C=C1)CC1=CC=CC=C1)=O 2-(4-(2-acetyl-5-chlorophenyl)-5-methoxy-2-oxopyridin-1(2H)-yl)-N-(2-methyl-1H-benzo[d]imidazol-5-yl)-3-phenylpropionamide